BrC1=C(C2=C(NC(C=3N2C(=NN3)C)(C)C)C=N1)F 8-bromo-9-fluoro-1,4,4-trimethyl-4,5-dihydropyrido[3,4-e][1,2,4]triazolo[4,3-a]pyrazine